C1OC[C@@H]2[C@H]1CN(C2)C2=CC=C(N)C=C2 4-((3aR,6aS)-dihydro-1H-furo[3,4-c]pyrrol-5(3H,6H,6aH)-yl)aniline